BrC1=C(C=C(OC2=NC(=NC(=C2)C2=C(C=CC=C2C)C)NS(=O)(=O)C=2C=NN(C2)C)C=C1Cl)Cl N-[4-(4-bromo-3,5-dichloro-phenoxy)-6-(2,6-dimethylphenyl)pyrimidin-2-yl]-1-methyl-pyrazole-4-sulfonamide